CC1=C(C(C(=O)O)=CC(=C1)C)O 3,5-dimethyl-salicylic acid